4-(5-((6-(3,5-dichloro-phenyl)-4-((4-(2-(ethyl-amino)-2-oxoethyl)piperidin-1-yl)methyl)pyridin-2-yl)oxy)pyrimidin-2-yl)piperazin ClC=1C=C(C=C(C1)Cl)C1=CC(=CC(=N1)OC=1C=NC(=NC1)N1CCNCC1)CN1CCC(CC1)CC(=O)NCC